NN1C([C@@H](N=C(C2=C1C=CC(=C2Cl)C(F)(F)F)C2=NC(=CC=C2F)OCC2=CC=CC=C2)C)=O (3S)-1-amino-5-(6-benzyloxy-3-fluoro-2-pyridyl)-6-chloro-3-methyl-7-(trifluoromethyl)-3H-1,4-benzodiazepin-2-one